Ethyl-(5R)-2-(2,4-difluorophenyl)-5-methyl-6,7-dihydro-5H-pyrazolo[5,1-b][1,3]oxazine-3-carboxylate C(C)OC(=O)C=1C(=NN2C1O[C@@H](CC2)C)C2=C(C=C(C=C2)F)F